1-phenoxy-3-[2-(4-dimethylamino-phenyl)-2-oxoethyl]Imidazole O(C1=CC=CC=C1)N1CN(C=C1)CC(=O)C1=CC=C(C=C1)N(C)C